(R)-2-(2-(5-Chloro-2-((tetrahydro-2H-pyran-4-yl)amino)pyrimidin-4-yl)-4-oxo-6,7-dihydrothieno[3,2-c]pyridin-5(4H)-yl)-N-((S)-2-hydroxy-1-(m-methylphenyl)ethyl)propionamide ClC=1C(=NC(=NC1)NC1CCOCC1)C1=CC=2C(N(CCC2S1)[C@@H](C(=O)N[C@H](CO)C1=CC(=CC=C1)C)C)=O